6-[1-[[4-[5-(difluoromethyl)-1,3,4-oxadiazol-2-yl]-2,5-difluorophenyl]methyl]triazol-4-yl]-N,N-dimethylquinazolin-2-amine FC(C1=NN=C(O1)C1=CC(=C(C=C1F)CN1N=NC(=C1)C=1C=C2C=NC(=NC2=CC1)N(C)C)F)F